O=C1N(CC2(C3=C1C=C(O3)C=C)CC2)CC(=O)OCC Ethyl 2-(4'-oxo-2'-vinyl-4'H-spiro[cyclopropane-1,7'-furo[3,2-c]pyridin]-5'(6'H)-yl)acetate